2-(8-methylnaphthalen-2-yl)acetic acid CC=1C=CC=C2C=CC(=CC12)CC(=O)O